NC1=C(C(=NC=2N1N=C(C2CC)C(F)F)S(=O)(=O)C)C#N amino-2-(difluoromethyl)-3-ethyl-5-(methylsulfonyl)pyrazolo[1,5-a]pyrimidine-6-carbonitrile